BrC=1C=C2C=CNC2=C(N1)Cl 5-bromo-7-chloro-6-azaindole